C(C)OC(CN)=O glycine ethyl ester